NC1=NC(=C(C=C1C=1C=C2CCNC(C2=CC1)=O)C1=CC(=C(C=C1)C1CCOCC1)[C@H]1NCCC1)F (S)-6-(2-amino-6-fluoro-5-(3-(pyrrolidin-2-yl)-4-(tetrahydro-2H-pyran-4-yl)phenyl)pyridin-3-yl)-3,4-dihydroisoquinolin-1(2H)-one